ClC1=NC(=C2N=CN(C2=N1)CCC1=NC=CC=C1)Cl 2,6-Dichloro-9-(2-(pyridin-2-yl)ethyl)-9H-purine